4-(2-(acryloyloxy)ethoxy)-4-oxobutanoic acid C(C=C)(=O)OCCOC(CCC(=O)O)=O